4-(dibenzylamino)-1-(difluoromethyl)cyclohexan-1-ol C(C1=CC=CC=C1)N(C1CCC(CC1)(O)C(F)F)CC1=CC=CC=C1